C(C)(C)N1C(=NN=C1)C1=CC=CC(=N1)N(C(=O)NC=1SC2=C(N1)C=CC=C2C)C 1-(6-(4-isopropyl-4H-1,2,4-triazol-3-yl)pyridin-2-yl)-1-methyl-3-(7-methylbenzo[d]thiazol-2-yl)urea